Cl[Si](C)(C)C1C=CC2=CC=CC=C12 Chloro(1H-inden-1-yl)dimethylsilane